C(C)N(C(OC(C)(C)C)=O)C1CCN(CC1)C1=C2N=CC=NC2=C(C=C1)C(NC=1C=C(C=2N(C1)C=C(N2)C)F)=O tert-butyl N-ethyl-N-{1-[8-({8-fluoro-2-methylimidazo[1,2-a]pyridin-6-yl}carbamoyl) quinoxalin-5-yl]piperidin-4-yl}carbamate